N=1N=CN(C1)N1C(C=C(C=C1C1=CC=CC=C1)C1=CC=CC=C1)C1=CC=CC=C1 1-(4H-1,2,4-triazol-4-yl)-2,4,6-triphenylpyridine